4-(benzyloxy)-2-((tert-butoxycarbonyl)amino)-4-oxobutyric acid C(C1=CC=CC=C1)OC(CC(C(=O)O)NC(=O)OC(C)(C)C)=O